(S)-7-(4-((1,4,7,10-tetrakis(2-(tert-butoxy)-2-oxoethyl)-1,4,7,10-tetraazacyclododecan-2-yl)methyl)phenyl)heptanoic acid C(C)(C)(C)OC(CN1[C@H](CN(CCN(CCN(CC1)CC(OC(C)(C)C)=O)CC(OC(C)(C)C)=O)CC(OC(C)(C)C)=O)CC1=CC=C(C=C1)CCCCCCC(=O)O)=O